CC1=NOC=C1C=1C=C2C=CN(C(C2=CC1)=O)CC=1C=C(C(=O)NC2CCN(CC2)CC(F)(F)F)C=CC1 3-((6-(3-Methylisoxazol-4-yl)-1-oxoisoquinolin-2(1H)-yl)methyl)-N-(1-(2,2,2-trifluoroethyl)piperidin-4-yl)benzamide